C(C)(=O)[O-].[Ca+2].C(C)(=O)[O-] CALCIUM ACETAT